CN1N=CC(=C1)CN1C(N(C2=C(C1=O)C=C(S2)S(=O)(=O)NC2(CC2)C)CC2CCN(CC2)C)=O 3-((1-methyl-1H-pyrazol-4-yl)methyl)-N-(1-methylcyclopropyl)-1-((1-methylpiperidin-4-yl)methyl)-2,4-dioxo-1,2,3,4-tetrahydrothieno[2,3-d]pyrimidine-6-sulfonamide